F[C@@H]1S(C2=C(COC1)C(=CC(=C2)C(=O)O)F)(=O)=O (2R)-2,6-difluoro-1,1-dioxo-3,5-dihydro-2H-4,1λ6-benzoxathiepine-8-carboxylic acid